(4S,5R)-5-[3-fluoro-5-(trifluoromethyl)phenyl]-N-(1H-indazol-7-ylmethyl)-4-methyl-2-oxo-1,3-oxazolidine-3-carboxamide FC=1C=C(C=C(C1)C(F)(F)F)[C@@H]1[C@@H](N(C(O1)=O)C(=O)NCC=1C=CC=C2C=NNC12)C